C(C(=C)C)(=O)OCCN1C(CCC1)=O N-(2-methacryloyl-oxyethyl)-2-pyrrolidinone